N[C@@H](CC1=CC=CC=C1)C(=O)OC methyl Z-phenylalaninate